C(CCCCCCCCC)OCOCCCC(CC(CC(C)Br)C)C 8-bromo-4,6-dimethylnonyl decyloxymethyl ether